O1CC(C1)C(C1COC1)(C1COC1)[SiH2]OC tri(oxetan-3-yl)methylmethoxysilane